6-[7-[[(2R)-1,4-dioxan-2-yl]methoxy]imidazo[1,2-a]pyridin-3-yl]-8-methoxy-3,4-dihydro-2H-isoquinolin-1-one O1[C@H](COCC1)COC1=CC=2N(C=C1)C(=CN2)C=2C=C1CCNC(C1=C(C2)OC)=O